BrC=1C=C(C=CC1)P(C1=CC=CC=C1)(C1=CC=CC=C1)=O (3-bromophenyl)diphenylphosphorus oxide